C1(CCCCC1)[C@H](C(NC1=CC=CC=C1)=O)NC(OC(C)(C)C)=O tert-butyl (R)-(1-cyclohexyl-2-oxo-2-(phenylamino)ethyl)carbamate